3-(2-methoxyethyl) 5-[(2E)-3-(pyridin-4-yl)-2-propen-1-yl]4-(3-aminophenyl)-2,6-dimethyl-1,4-dihydropyridine-3,5-dicarboxylate N1=CC=C(C=C1)/C=C/CC1(C(C(=C(NC1C)C)C(=O)OCCOC)C1=CC(=CC=C1)N)C(=O)[O-]